C(C1=CC=CC=C1)OC1=NC(=CC=C1N1C(N(C2=C1C=CC(=C2)B2OC(C(O2)(C)C)(C)C)C)=O)OCC2=CC=CC=C2 1-(2,6-dibenzyloxy-3-pyridyl)-3-methyl-5-(4,4,5,5-tetramethyl-1,3,2-dioxaborolan-2-yl)benzimidazol-2-one